1-ethyl-3-(phenylcarbonyl-amino)thiourea C(C)NC(=S)NNC(=O)C1=CC=CC=C1